C(C1=CC=CC=C1)OC=1C=CC(=NC1C1OCCO1)C#CCN1CCN(CC1)C 1-(3-(5-(benzyloxy)-6-(1,3-dioxolan-2-yl)pyridin-2-yl)prop-2-yn-1-yl)-4-methylpiperazine